FC1=CC=C(C=C1)C(C)S(=O)CCC(=O)N1CC2CCC(C1)N2C2=NC=C(C#N)C=C2 Racemic-6-(3-(3-((1-(4-fluorophenyl)ethyl)sulfinyl)propanoyl)-3,8-diazabicyclo[3.2.1]octan-8-yl)nicotinonitrile